N-[2-Chloro-4-fluoro-5-[4-(3-fluoropropyl)-4,5-dihydro-5-oxo-1H-tetrazol-1-yl]-phenyl]-ethansulfonamid ClC1=C(C=C(C(=C1)F)N1N=NN(C1=O)CCCF)NS(=O)(=O)CC